Tributyl-Amine C(CCC)N(CCCC)CCCC